methyl N-[5-[6-[5-chloro-1-(4-fluorophenyl)imidazol-2-yl]imidazo[1,2-a]pyridin-3-yl]-2-pyridyl]carbamate ClC1=CN=C(N1C1=CC=C(C=C1)F)C=1C=CC=2N(C1)C(=CN2)C=2C=CC(=NC2)NC(OC)=O